FC1=CC=C(C=C1)C(N1[C@@H](CN(CC1)C1=CC(N(C2=CC=C(N=C12)C#N)C)=O)C(=O)OC)C1=CC=C(C=C1)F Methyl (S)-1-(bis(4-fluorophenyl)methyl)-4-(6-cyano-1-methyl-2-oxo-1,2-dihydro-1,5-naphthyridin-4-yl)piperazine-2-carboxylate